N1CCC(C1)OC1=C2CCCC2=C(C=C1C1=C2C(=NC=C1)C=C(S2)CN2C(C1C(C1C2=O)(C)C)=O)Cl 3-((7-(4-(Azacyclopent-4-yloxy)-7-chloro-2,3-dihydro-1H-inden-5-yl)thieno[3,2-b]pyridin-2-yl)methyl)-6,6-dimethyl-3-azabicyclo[3.1.0]hexane-2,4-dione